2-(difluoromethoxy)-3-methylquinoline-6-carbonyl chloride FC(OC1=NC2=CC=C(C=C2C=C1C)C(=O)Cl)F